NCCCCCCO[C@@H]1CN(CC1)CC1=CC(=NC(=C1)C1CC1)C(=O)NC1=CC(=CC=C1)C1(COC1)CC1=NN=CN1C 4-{[(3S)-3-[(6-aminohexyl)oxy]pyrrolidin-1-yl]methyl}-6-cyclopropyl-N-(3-{3-[(4-methyl-1,2,4-triazol-3-yl)methyl]oxetan-3-yl}phenyl)pyridine-2-carboxamide